FC=1C=C(C=C(C1[N+](=O)[O-])F)C=1C=CC2=C(N(N=N2)C2=CC(=C(C(=C2)OC)OC)OC)C1 6-(3,5-difluoro-4-nitrophenyl)-1-(3,4,5-trimethoxyphenyl)-1H-benzo[d][1,2,3]triazole